C(C)(=O)OCCI Iodoethyl acetate